FC=1C=2N(C=CC1C1C[C@@H](N(CC1)C1CCNCC1)C1CCOCC1)C=C(N2)C2=CC=C(C=C2)S(=O)(=O)C 8-fluoro-2-(4-(methylsulfonyl)phenyl)-7-(r-(tetrahydro-2H-pyran-4-yl)-[1,4'-bipiperidin]-4-yl)imidazo[1,2-a]pyridine